3-oxo-2,7-diazaspiro[3.5]nonane-7-carboxamide O=C1NCC12CCN(CC2)C(=O)N